ClC1=C(C=C(C=C1)NC(NC1CCC=2NC3=CC(=CC=C3C2C1)C(=O)O)=O)C(F)(F)F 3-(3-(4-chloro-3-(trifluoromethyl)phenyl)ureido)-2,3,4,9-tetrahydro-1H-carbazole-7-carboxylic acid